2-dicyclohexylphosphono-2',6'-diisopropoxy-1,1'-biphenyl C1(CCCCC1)OP(=O)(OC1CCCCC1)C1=C(C=CC=C1)C1=C(C=CC=C1OC(C)C)OC(C)C